C(#N)C1=CC=C(C=N1)O[C@@H]1[C@H](N(C1)C(=O)OC(C)(C)C)C tert-butyl (2R,3S)-3-((6-cyanopyridin-3-yl)oxy)-2-methylazetidine-1-carboxylate